3-aminopropyltris(trimethyl-siloxy)silane NCCC[Si](O[Si](C)(C)C)(O[Si](C)(C)C)O[Si](C)(C)C